CS(=O)(=O)OCC1CN(CCO1)C(=O)OC(C)(C)C tert-butyl 2-(((methylsulfonyl)oxy)meth-yl)morpholine-4-carboxylate